NC1=CC(=C(C(=O)NCCC[C@@H](C(=O)OC)NC(=O)C=2SC(=CC2)NCC=2C(=C3C(=NC(=NC3=CC2)N)N)Cl)C=C1)C1=NN=NN1 Methyl (S)-5-(4-amino-2-(1H-tetrazol-5-yl)benzamido)-2-(5-(((2,4-diamino-5-chloroquinazolin-6-yl)methyl)amino)thiophene-2-carboxamido)pentanoate